C(C)(C)(C)OOC(C(C)(C)C)=O pivaloyl (tert-butyl) peroxide